COC=1C=C(C=NC1)C=1CC=NCC1 5-methoxy-3',6'-dihydro-[3,4'-bipyridine]